5-(5-hydroxy-2,3-dihydro-1H-isoindol-2-yl)-4-(trifluoromethyl)-2-[[2-(trimethylsilyl)ethoxy]methyl]-2,3-dihydropyridazin-3-one OC=1C=C2CN(CC2=CC1)C1=C(C(N(N=C1)COCC[Si](C)(C)C)=O)C(F)(F)F